((1r,3r)-3-(4-(3-(4-((6-(1-hydroxyethyl)pyridazin-3-yl)oxy)phenyl)pentane-3-yl)phenoxy)cyclobutyl)tert-butyl carbamate C(N)(OC(CC1CC(C1)OC1=CC=C(C=C1)C(CC)(CC)C1=CC=C(C=C1)OC=1N=NC(=CC1)[C@@H](C)O)(C)C)=O